(1S,2S)-N-(3-aminophenyl)-2-(4-methylpyrimidin-2-yl)cyclopropane-1-carboxamide NC=1C=C(C=CC1)NC(=O)[C@@H]1[C@H](C1)C1=NC=CC(=N1)C